N1=C(N=CC=C1)C(C)N(C(C(N)=O)=O)CC1=NC=C(C=C1)C(F)(F)F N'-(1-pyrimidin-2-ylethyl)-N'-[[5-(trifluoromethyl)-2-pyridyl]methyl]oxamide